tert-Butyl (S)-3-(2-oxo-1,2-dihydro-3H-imidazo[4,5-b]pyridin-3-yl)pyrrolidine-1-carboxylate O=C1NC=2C(=NC=CC2)N1[C@@H]1CN(CC1)C(=O)OC(C)(C)C